9,9-bis((2-hydroxyethoxy)phenyl)fluorene OCCOC1=C(C=CC=C1)C1(C2=CC=CC=C2C=2C=CC=CC12)C1=C(C=CC=C1)OCCO